methyl 1-(3-aminopropyl)-4-bromo-1H-pyrrole-2-carboxylate NCCCN1C(=CC(=C1)Br)C(=O)OC